OC1CCCCC=CCCCC(=O)OC(C1)C 11-Hydroxy-5-tetradecen-13-olide